BrC=1C=C(C=C(C1)OCC1CC(C1)(F)F)N1C(N(C=C1C)CC=1C=NN(C1)CC)=O 3-{3-bromo-5-[(3,3-difluorocyclobutyl)methoxy]phenyl}-1-[(1-ethyl-1H-pyrazol-4-yl)methyl]-4-methyl-1,3-dihydro-2H-imidazol-2-one